ClC=1C=C(C=CC1)C1=CNC=2N=CN=C(C21)C2CCC(CC2)C 5-(3-chlorophenyl)-4-(4-methylcyclohexyl)-7H-pyrrolo[2,3-d]pyrimidine